4-(2-(difluoromethyl)-4-fluorophenyl)-1,2,5,6-tetrahydropyridine-2-carboxamide FC(C1=C(C=CC(=C1)F)C1=CC(NCC1)C(=O)N)F